3-amino-4-(7-chloro-1H-indazol-4-yl)-7-fluoro-6-(3-fluoropropoxy)-1H-quinolin-2-one NC=1C(NC2=CC(=C(C=C2C1C1=C2C=NNC2=C(C=C1)Cl)OCCCF)F)=O